2,4-dihydroxy-N-(3-hydroxypropyl)-3,3-dimethylbutyramide OC(C(=O)NCCCO)C(CO)(C)C